CN(C)P(N(C)C)N(C)C N-[bis(dimethylamino)phosphino]-N-methyl-methylamine